ClC1=CC=C(OC(C(=O)NCC2=CC=CC=3SC(=CC32)C(=O)N)(C)C)C=C1 4-((2-(4-chlorophenoxy)-2-methylpropanamido)methyl)benzo[b]thiophene-2-carboxamide